Methyl-3-((9-((2R,3R,5S)-3-acetoxy-5-(acetoxymethyl)tetrahydrofuran-2-yl)-2-amino-8-oxo-8,9-dihydro-7H-purin-7-yl)methyl)benzoat COC(C1=CC(=CC=C1)CN1C(N(C2=NC(=NC=C12)N)[C@@H]1O[C@@H](C[C@H]1OC(C)=O)COC(C)=O)=O)=O